C=CC1=CC=C(C=C1)S(=O)(=O)O.C=CC1=CC=C(C=C1)S(=O)(=O)O.C=CC1=CC=C(C=C1)S(=O)(=O)O.C=CC1=CC=C(C=C1)S(=O)(=O)O.C=CC1=CC=C(C=C1)S(=O)(=O)O.C1=CC=C(C=C1)C1=CC=CC=C1 (4,4'-biphenyl) pentakis(4-styrenesulfonate)